COC1=CC=C(COC=2C(=NC=C(C2C)C=2C=C3C=CC=NC3=CC2)C(=O)O)C=C1 3-((4-methoxybenzyl)oxy)-4-methyl-5-(quinolin-6-yl)picolinic acid